(S)-2-(N,N-BIS(4-METHOXYBENZYL)SULFAMOYL)HEX-5-EN-1-YL CARBAMATE C(N)(OC[C@H](CCC=C)S(N(CC1=CC=C(C=C1)OC)CC1=CC=C(C=C1)OC)(=O)=O)=O